tert-butyl (S)-4-(7-(3-chloro-5-cyanophenyl)-5-(pyrrolidin-1-yl)-7H-pyrrolo[2,3-d]pyrimidin-4-yl)-3-methylpiperazine-1-carboxylate ClC=1C=C(C=C(C1)C#N)N1C=C(C2=C1N=CN=C2N2[C@H](CN(CC2)C(=O)OC(C)(C)C)C)N2CCCC2